N-(6-(2H-1,2,3-triazol-2-yl)-5-(trifluoromethyl)pyridin-3-yl)-3-fluoro-2'-hydroxyl-[1,1'-biphenyl]-4-carboxamide N=1N(N=CC1)C1=C(C=C(C=N1)NC(=O)C1=C(C=C(C=C1)C1=C(C=CC=C1)O)F)C(F)(F)F